15-Hydroxy-tricos-17-enoic acid OC(CCCCCCCCCCCCCC(=O)O)CC=CCCCCC